resorcinol-citraconic anhydride C1(O)=C(C(O)=CC=C1)/C/1=C(/C(=O)OC1=O)\C